Methyl 2-((4-((R)-2-(4-chloro-2-fluorophenyl)-2-methyl-2H-chromen-8-yl) piperidin-1-yl) methyl)-3-(((S)-oxetan-2-yl) methyl)-3H-imidazo[4,5-b]pyridine-5-carboxylate ClC1=CC(=C(C=C1)[C@@]1(OC2=C(C=CC=C2C=C1)C1CCN(CC1)CC1=NC=2C(=NC(=CC2)C(=O)OC)N1C[C@H]1OCC1)C)F